(2-fluoro-4-nitrophenyl)-(2-oxa-7-azaspiro[3.5]nonan-7-yl)methanone FC1=C(C=CC(=C1)[N+](=O)[O-])C(=O)N1CCC2(COC2)CC1